ClC1=NC(=NC(=C1)NC1=NNC(=C1)C)N(C1C[C@H]2CCC[C@@H](C1)N2C(CC2CC2)=O)C 1-((1R,3s,5S)-3-((4-chloro-6-((5-methyl-1H-pyrazol-3-yl)amino)pyrimidin-2-yl)(methyl)amino)-9-azabicyclo[3.3.1]nonan-9-yl)-2-cyclopropylethan-1-one